FC1=CC2=C(NC(=N2)C=2C=C(NC3=CC=C(C=C3)C=3N=NC=CC3)C=CC2)C=C1F 3-(5,6-difluoro-1H-benzo[d]imidazol-2-yl)-N-(4-pyridazin-3-ylphenyl)aniline